(R)-4-(2-(dimethylamino)-2-oxoethyl)-3-methyl-8-(oxazol-2-yl)-5-oxo-2,3,4,5-tetrahydrobenzofuro[2,3-f][1,4]oxazepine-3-carboxylic acid CN(C(CN1[C@](COC2=C(C1=O)OC1=C2C=CC(=C1)C=1OC=CN1)(C(=O)O)C)=O)C